C(C)(C)(C)OC(=O)N1CC(C1)=O.C(C)OP(=O)(OCC)CC(=O)OCC ethyl 2-(diethoxyphosphoryl)acetate tert-butyl-3-oxoazetidine-1-carboxylate